1-(3,4-dihydro-2H-chromen-3-yl)-3-[trans-(7RS,9RS)-9-(1H-benzimidazol-2-ylamino)-3-cyclopropyl-5-(2-methylpropylsulfamoyl)-8,9-dihydro-7H-cyclopenta[h]isoquinolin-7-yl]urea O1CC(CC2=CC=CC=C12)NC(=O)N[C@@H]1C[C@H](C=2C1=CC(=C1C=C(N=CC21)C2CC2)S(NCC(C)C)(=O)=O)NC2=NC1=C(N2)C=CC=C1 |r|